C/C(/CC=1C(C=CC(C1)=O)=O)=C(/C)\CCC(=C(C)C)C\C=C(/C)\CCC=C(C)C 2-methyl-6-geranylgeranyl-benzoquinone